CN1C(N(C2=C1C(=CC(=C2)C)CC(=O)OC(C)(C)C)C2(CC2)C)=O tert-Butyl 2-(3,6-dimethyl-1-(1-methylcyclopropyl)-2-oxo-2,3-dihydro-1H-benzo[d]imidazol-4-yl)acetate